C(C)(=O)OCCC1CC2(C1)CC(C2)NC(=O)C=2C=C(C=C1C=NN(C21)CC2=NC=C(N=C2)C2=CC(=CC(=C2)OC)F)Cl (Ra)-2-(6-(5-chloro-1-((5-(3-fluoro-5-methoxyphenyl)pyrazin-2-yl)methyl)-1H-indazole-7-Carboxamido)spiro[3.3]heptan-2-yl)ethyl acetate